t-butyl (3R,5S)-5-carbamoyl-4',4'-difluoro-2'-oxo-1',4'-dihydro-2'H-spiro[pyrrolidine-3,3'-quinoline]-1-carboxylate C(N)(=O)[C@@H]1C[C@]2(C(NC3=CC=CC=C3C2(F)F)=O)CN1C(=O)OC(C)(C)C